4-((5-chloro-4-(1-isopropyl-1H-pyrazol-4-yl)pyrimidin-2-yl)amino)-N-isopropyl-3-methoxy-N-methylbenzamide ClC=1C(=NC(=NC1)NC1=C(C=C(C(=O)N(C)C(C)C)C=C1)OC)C=1C=NN(C1)C(C)C